2-(2'-chloro-2-methyl-3'-((1-(1-methylpiperidin-4-yl)-1H-imidazol-4-yl)thio)-[1,1'-biphenyl]-3-yl)-5-formylbenzo[d]oxazole-7-carbonitrile ClC1=C(C=CC=C1SC=1N=CN(C1)C1CCN(CC1)C)C1=C(C(=CC=C1)C=1OC2=C(N1)C=C(C=C2C#N)C=O)C